COC(=O)C1=C(SC(=C1C)C(N)=O)NC(C(CC)C1=CC(=CC=C1)OC)=O (2-(3-methoxyphenyl)butyrylamino)-5-carbamoyl-4-methylthiophene-3-carboxylic acid methyl ester